O1C(=NC2=C1C=CC=C2)[C@H]2N(CCC1=C2N=CN1)C(=O)C1=C(N=C(O1)C1=CN=CN1C)C(F)F (S)-(4-(benzo[d]oxazol-2-yl)-6,7-dihydro-1H-imidazo[4,5-c]pyridin-5(4H)-yl)(4-(difluoromethyl)-2-(1-methyl-1H-imidazol-5-yl)oxazol-5-yl)methanone